5-(furan-2-yl)-N-(3-(2-methyl-1H-imidazol-1-yl)propyl)isoxazole-3-carboxamide O1C(=CC=C1)C1=CC(=NO1)C(=O)NCCCN1C(=NC=C1)C